OC1CCN(CC1)CC1=CN=C(S1)NC(=O)C1=C(OC(=C1)C1=CC(=CC=C1)C(F)(F)F)C N-(5-((4-hydroxypiperidin-1-yl)methyl)thiazol-2-yl)-2-methyl-5-(3-(trifluoromethyl)phenyl)furan-3-carboxamide